2,4-dimethyl-benzophenone CC1=C(C(=O)C2=CC=CC=C2)C=CC(=C1)C